C(C)NC1CCN(CC1)C1=CC=C(C2=C1C=C(O2)C)C(=O)NC=2C=C(C=1N(C2)C=C(N1)C)F 4-[4-(ethylamino)piperidin-1-yl]-N-[8-fluoro-2-methylimidazo[1,2-a]pyridin-6-yl]-2-methyl-1-benzofuran-7-carboxamide